CC1(OB(OC1(C)C)[C@H]1[C@@H](C1)C1=CC(=C(C(=C1)F)F)F)C trans-4,4,5,5-tetramethyl-2-(2-(3,4,5-trifluorophenyl)cyclopropyl)-1,3,2-dioxaborolane